BrC1=CC(=CC=2C=C(OC21)C=2SC(=C(N2)C)C(=O)O)OC(C)C 2-(7-Bromo-5-isopropoxybenzofuran-2-yl)-4-methylthiazole-5-carboxylic acid